C(COCCOCC)O 3,6-Dioxaoctan-1-ol